3,6-bis(pyridin-3-yl)-1,2,4,5-tetrazine N1=CC(=CC=C1)C=1N=NC(=NN1)C=1C=NC=CC1